4-((3-(cyclopropylcarbamoyl)-7-(methylamino)pyrazolo[1,5-a]pyrimidin-5-yl)amino)-N-methylisothiazole-3-carboxamide C1(CC1)NC(=O)C=1C=NN2C1N=C(C=C2NC)NC=2C(=NSC2)C(=O)NC